C(#N)C=1C=CC(=C2C=CC=NC12)N1[C@H](CN(CC1)C(=O)NC=1C=NC(=NC1)N1CCC(CC1)CN1CCN(CC1)C=1C=C2C(N(C(C2=CC1)=O)C1C(NC(CC1)=O)=O)=O)C (3S)-4-(8-cyanoquinolin-5-yl)-N-(2-(4-((4-(2-(2,6-dioxopiperidin-3-yl)-1,3-dioxoisoindolin-5-yl)piperazin-1-yl)methyl)piperidin-1-yl)pyrimidin-5-yl)-3-methylpiperazine-1-carboxamide